CC=1C=C(C(=O)NCC=2C=NC=CC2)C=C(C1)NS(=O)(=O)C1=CC=C(C=C1)C 3-methyl-5-((4-methylphenyl)sulfonylamino)-N-(pyridin-3-ylmethyl)benzamide